C[C@@]1(CC(CCC1)C=1C2=C(C=NC1)N=C(O2)N(CC2=C(C=C(C=C2)OC)OC)CC2=C(C=C(C=C2)OC)OC)C(=O)OCC(COC(C(C(C2=CC(=C(C(=C2)C(C)(C)C)O)C(C)(C)C)C2=CC(=C(C(=C2)C(C)(C)C)O)C(C)(C)C)(C2=CC(=C(C(=C2)C(C)(C)C)O)C(C)(C)C)C2=CC(=C(C(=C2)C(C)(C)C)O)C(C)(C)C)=O)(CO)CO pentaerythritol tetrakis-(3,5-di-tert-butyl-4-hydroxyphenyl)propionate methyl-(1R)-3-(2-(bis(2,4-dimethoxybenzyl)amino)oxazolo[4,5-c]pyridin-7-yl)cyclohexane-1-carboxylate